4-ethylidene(ethylidene)-8-methyl-1,7-nonadiene C(C)=C(CC=C=CC)CCC=C(C)C